FC(COC1=C(C=CC=C1)C1=NC(=NO1)[C@@H]1CC12CCN(CC2)S(=O)(=O)N)(F)F (1R)-1-{5-[2-(2,2,2-Trifluoroethoxy)phenyl]-1,2,4-oxadiazol-3-yl}-6-azaspiro[2.5]octan-6-sulfonamid